5-Chloro-1-(4-fluoro-3-((tetrahydro-2H-pyran-2-yl)oxy)phenyl)-1H-pyrazolo[4,3-d]pyrimidine ClC=1N=CC2=C(N1)C=NN2C2=CC(=C(C=C2)F)OC2OCCCC2